N-cyclooctyl-2-methylpyrazolo[1,5-a]quinazolin-5-amine C1(CCCCCCC1)NC1=NC=2N(C3=CC=CC=C13)N=C(C2)C